3-(5-((4-benzhydryl-2,6-dimethylpiperazin-1-yl)methyl)-7-fluoro-1-oxoisoindolin-2-yl)piperidine-2,6-dione C(C1=CC=CC=C1)(C1=CC=CC=C1)N1CC(N(C(C1)C)CC=1C=C2CN(C(C2=C(C1)F)=O)C1C(NC(CC1)=O)=O)C